C(CCCCCCCCCCC)OS(=O)(=O)C1=CC=CC=C1.[Cu+2].C(CN)N.C(CN)N bis(ethylenediamine) copper (II) dodecylbenzenesulfonate